FC1=C(C=CC(=C1)OC)C(C)=O 1-(2-fluoro-4-methoxyphenyl)ethane-1-one